4,4''-Thiobis(6-tert-butyl-m-cresol) CC1=CC(=C(C=C1SSC2=CC(=C(C=C2C)O)C(C)(C)C)C(C)(C)C)O